ClC=1C=C(C=CC1)C1CCC(N(C1C)CC(F)(F)F)=O 5-(3-chlorophenyl)-6-methyl-2-oxo-1-(2,2,2-trifluoroethyl)piperidine